8-cyclopropyl-3,4-dimethylpyrimidino[4',5':4,5]thieno[2,3-c]pyridazine C1(CC1)C1=NC=NC2=C1SC=1N=NC(=C(C12)C)C